C(CCCCCCC\C=C/CCCCCCCC)(=O)CC(CN(C)C)C(CCCCCCC\C=C/CCCCCCCC)=O 1,2-Di-oleoyl-3-dimethylaminopropane